C(C1=CC=CC=C1)OC1=CC=2N(C=C1C(=O)NC=1C(N(C=CC1)C(F)F)=O)C=C(N2)C21COC(C2)(C1)C 7-(benzyloxy)-N-(1-(difluoromethyl)-2-oxo-1,2-dihydropyridin-3-yl)-2-(1-methyl-2-oxabicyclo[2.1.1]hex-4-yl)imidazo[1,2-a]pyridine-6-carboxamide